2-Methoxy-4-methyl-6-[(3R)-3-methyl-morpholin-4-yl]-N-[[4-(trifluoromethyl)-phenyl]-methyl]-pyridine-3-carboxylic acid amide COC1=NC(=CC(=C1C(=O)NCC1=CC=C(C=C1)C(F)(F)F)C)N1[C@@H](COCC1)C